NC=1C=2N(C3=CC(=CC=C3N1)C(=O)N(C1C3=C(COCC1)C=C(C=C3)C(F)(F)F)C)C=NC2 4-amino-N-methyl-N-(8-(trifluoromethyl)-1,3,4,5-tetrahydrobenzo[c]oxepin-5-yl)imidazo[1,5-a]quinoxaline-8-carboxamide